7-(3-ethoxy-3-oxopropyl)-1-methyl-3,4-dihydroisoquinoline-2(1H)-carboxylic acid tert-butyl ester C(C)(C)(C)OC(=O)N1C(C2=CC(=CC=C2CC1)CCC(=O)OCC)C